FC1=NC=C(C(=C1N)C)F 2,5-difluoro-4-methylpyridin-3-amine